N-(2-(1-(cyclopropylsulfonyl)-1H-pyrazol-4-yl)pyrimidin-4-yl)-8-((2R,3S)-2-methyl-3-((methylsulfonyl)methyl)azetidin-1-yl)-5-(1,1,1-trifluoropropane-2-yl)isoquinolin-3-amine C1(CC1)S(=O)(=O)N1N=CC(=C1)C1=NC=CC(=N1)NC=1N=CC2=C(C=CC(=C2C1)C(C(F)(F)F)C)N1[C@@H]([C@H](C1)CS(=O)(=O)C)C